NC1=NC2=CC=C(C=C2C=N1)C=1C=C(C=CC1C)NS(=O)(=O)C1=C(C=CC(=C1)Cl)Cl N-(3-(2-aminoquinazolin-6-yl)-4-methylphenyl)-2,5-dichlorobenzenesulfonamide